C(#N)C1=C(SC=C1C1=C(C=CC=C1)C)NC(=O)NCCCCN1CCCC1 1-[3-cyano-4-(2-methylphenyl)thiophen-2-yl]-3-[4-(pyrrolidin-1-yl)butyl]urea